COC(=O)C=1C(=NC(=NC1NC(C)CCC)N(CC1=CC=C(C=C1)OC)CC1=CC=C(C=C1)OC)C 2-(bis(4-methoxybenzyl)amino)-4-methyl-6-(pentane-2-ylamino)pyrimidine-5-carboxylic acid methyl ester